ClC=1C=NC=CC1C=1N=C(C2=C(N1)C=NC=C2)NC2=CC=NC=C2 2-(3-chloropyridin-4-yl)-N-(pyridin-4-yl)pyrido[3,4-d]pyrimidin-4-amine